IC1=CC=C(C=C1)CCCC1=CC=C(C=C1)I 1,3-bis(4-iodophenyl)propane